FC=1C=C2/C(/C(NC2=CC1)=O)=C/C1=CC=C(C=C1)C=1N=NN(C1)C1=CC=CC=C1 (Z)-5-fluoro-3-(4-(1-phenyl-1H-1,2,3-triazol-4-yl)benzylidene)indolin-2-one